3-methyl-2-[1-(pyridin-2-ylmethyl)-1H-indole-3-carboxamido]benzoic acid CC=1C(=C(C(=O)O)C=CC1)NC(=O)C1=CN(C2=CC=CC=C12)CC1=NC=CC=C1